ClC1=CC(=C(S1)C1=NC(=C(C=C1)O)C)C(=O)[O-] (5-chloro-2-(5-hydroxy-6-methylpyridin-2-yl) thiophen-3-yl)carboxylate